3-(4-((2-(2-isopropylphenyl)-7-methyl-8-oxo-7,8-dihydro-9H-purin-9-yl)methyl)phenyl)-1-methyl-1H-1,2,4-triazole-5-carboxamide C(C)(C)C1=C(C=CC=C1)C1=NC=C2N(C(N(C2=N1)CC1=CC=C(C=C1)C1=NN(C(=N1)C(=O)N)C)=O)C